BrC1=NN(C(=N1)OC1=CC(=CC(=C1)C(F)(F)F)C)C(C)C 3-bromo-5-[3-methyl-5-(trifluoromethyl)phenoxy]-1-(Prop-2-yl)-1H-1,2,4-triazole